5,4'-dicyclohexyl-2'-(N,N-dimethylamino)biphenyl C1(CCCCC1)C=1C=CC=C(C1)C1=C(C=C(C=C1)C1CCCCC1)N(C)C